(3-cyclopropyl-5-(trifluoromethoxy)phenyl)methylamine C1(CC1)C=1C=C(C=C(C1)OC(F)(F)F)CN